C1(CC1)C(C(=O)N)(CC(F)(F)F)C cyclopropyl-(methyl)-4,4,4-trifluorobutanamide